C(CCCCCCC\C=C/CCCCCCCC)(=O)O.P(=O)(OCCCCCCCCCCCCCCCCCCCCCCCCCCCC)(O)O octacosyl phosphate oleate